C(CCCCCCC)C(CCCCCCCC)OC(CCCCCCCOC(=O)[C@H]1N(C[C@H](C1)OC(CCN1CCC(CC1)N(C)C)=O)CCCCCCC(C(OCCCC(CCCCC)CCCCC)=O)(C)C)=O [8-(1-octylnonoxy)-8-oxo-octyl](2S,4S)-4-[3-[4-(dimethylamino)-1-piperidyl]propanoyloxy]-1-[7,7-dimethyl-8-oxo-8-(4-pentylnonoxy)octyl]pyrrolidine-2-carboxylate